6-cyclopropyl-5-(4-((4-(1-methyl-4-(trifluoromethyl)-1H-imidazol-2-yl)benzyl)amino)-5,6,7,8-tetrahydropyrido[3,4-d]pyrimidin-2-yl)pyrimidin-4-ol C1(CC1)C1=C(C(=NC=N1)O)C=1N=C(C2=C(N1)CNCC2)NCC2=CC=C(C=C2)C=2N(C=C(N2)C(F)(F)F)C